2-(rac-(1R,2S,4S)-2-amino-7-aza-bicyclo[2.2.1]heptan-7-yl)-5-(4-chloro-2-methyl-2H-indazol-5-yl)-3-methyl-3,7-dihydro-4H-pyrrolo[2,3-d]pyrimidin-4-one N[C@@H]1[C@H]2CC[C@@H](C1)N2C=2N(C(C1=C(N2)NC=C1C1=C(C2=CN(N=C2C=C1)C)Cl)=O)C |r|